N,N,N-trimethyl-5-[(2,3,5,6-tetrafluorophenoxy)carbonyl]pyridin-2-aminium trifluoromethanesulfonate FC(S(=O)(=O)[O-])(F)F.C[N+](C1=NC=C(C=C1)C(=O)OC1=C(C(=CC(=C1F)F)F)F)(C)C